NC1=C2N=C(N(C2=NC=N1)CCC(=O)NC1CC1)SC1=CC2=C(OCO2)C=C1C=1SC=CN1 3-(6-amino-8-((6-(thiazol-2-yl)benzo[d][1,3]dioxol-5-yl)thio)-9H-purin-9-yl)-N-cyclopropylpropanamide